C(C)(C)NCCC(=O)O[C@H]1[C@H](NC[C@@H]1O)CC1=CC=C(C=C1)OC (2R,3S,4S)-4-hydroxy-2-[(4-methoxyphenyl)methyl]pyrrolidin-3-yl 3-(isopropylamino)propanoate